CN[C@H](C)C=1C(=NC=CC1)N (R)-3-(1-(methylamino)ethyl)pyridin-2-amine